C(CCCCCCCCCCCCCCC)[NH2+]CCCCCCCCCCCF hexadecyl-fluoroundecyl-ammonium